alpha-butyl-2,2-dimethylbutylstyrene C(CCC)C(=CCC(CC)(C)C)C1=CC=CC=C1